C(C)(=O)C=1C=CN(C1)C1CCNCC1 4-acetyl-N-(piperidin-4-yl)-1H-pyrrole